C1(=CC=CC=C1)CC(=O)OC\C=C(/C)\CCC=C(C)C GERANYL PHENYLACETATE